N-(4-(5-(7-(3,3-difluoroazetidin-1-yl)pyrazolo[1,5-a]pyridin-5-yl)-1,3,4-oxadiazol-2-yl)-3-(6-azaspiro[2.5]oct-6-yl)phenyl)-2-hydroxyethane-1-sulfonamide FC1(CN(C1)C1=CC(=CC=2N1N=CC2)C2=NN=C(O2)C2=C(C=C(C=C2)NS(=O)(=O)CCO)N2CCC1(CC1)CC2)F